NC1=NC=2C=NC(=CC2C2=C1C(=NN2C)C)C(=O)N([C@@H]2COCC1=NC(=CC=C12)C(F)(F)F)C 4-amino-N,1,3-trimethyl-N-((5S)-2-(trifluoromethyl)-5,8-dihydro-6H-pyrano[3,4-b]-pyridin-5-yl)-1H-pyrazolo-[4,3-c][1,7]naphthyridine-8-carboxamide